ClC1=CC=C(C=C1)S(=O)(=O)C1(CCC(CC1)CCC(=O)O)C1=C(C=CC(=C1)F)F 4-[(4-chlorophenyl)sulfonyl]-4-(2,5-difluorophenyl)cyclohexanepropanoic acid